C(\C=C\C)(=O)N1CCCCC1 N-Crotonoylpiperidine